N1(CCCCC1)S(=O)(=O)C1=CC=C(CNC(=O)N2C=CC3=CC(=CC=C23)OC(F)(F)F)C=C1 N-(4-(piperidin-1-ylsulfonyl)benzyl)-5-(trifluoromethoxy)-1H-indole-1-carboxamide